3-chloro-1-(5,6,7,8-tetrahydronaphthalen-2-yl)propan-1-one ClCCC(=O)C1=CC=2CCCCC2C=C1